N(=N)C1=CC=C(C=C1)C(\C=C\C1=CC=C(C=C1)O)=O (E)-1-(4-Diazenylphenyl)-3-(4-hydroxyphenyl)prop-2-en-1-one